(S)-5-methyl-N-(3-(1-(thieno[2,3-b]pyridin-3-ylamino)ethyl)phenyl)nicotinamide CC=1C=NC=C(C(=O)NC2=CC(=CC=C2)[C@H](C)NC2=CSC3=NC=CC=C32)C1